(3S)-3-[(R)-amino(phenyl)methyl]-7-(1-methylpyrazol-4-yl)-3,4-dihydro-1H-pyrido[2,3-b]pyrazin-2-one N[C@@H]([C@H]1C(NC2=C(N1)N=CC(=C2)C=2C=NN(C2)C)=O)C2=CC=CC=C2